ClC=1C=NC(=NC1)N1CCC(CC1)OC1CC2(C1)CCN(CC2)C=2C=C1C(N(C(C1=CC2)=O)C2C(NC(CC2)=O)=O)=O 5-chloro-2-[4-({7-[2-(2,6-dioxopiperidin-3-yl)-1,3-dioxo-2,3-dihydro-1H-isoindol-5-yl]-7-azaspiro[3.5]nonan-2-yl}oxy)piperidin-1-yl]pyrimidin